OC1C[C@H]2CC[C@@H](C1)N2C(=O)OC(C)(C)C tert-butyl (1R,3r,5S)-3-hydroxy-8-azabicyclo[3.2.1]octan-8-carboxylate